N-(4-(1-(cyclopropanecarbonyl)indolin-5-yl)-5-methylthiazol-2-yl)-2-(3-((5-hydroxypentyl)oxy)phenyl)acetamide C1(CC1)C(=O)N1CCC2=CC(=CC=C12)C=1N=C(SC1C)NC(CC1=CC(=CC=C1)OCCCCCO)=O